C(C)(=O)OC1\C(=C/CC2C(CC2C(CC1)=C)(C)C)\C [(3Z)-4,11,11-trimethyl-8-methylidene-5-bicyclo[7.2.0]undec-3-enyl] acetate